6-amino-4-[(benzyloxy)methyl]-2,3,4,5-tetrahydro-1,2,4-triazine-3,5-dione NC=1C(N(C(NN1)=O)COCC1=CC=CC=C1)=O